(R)-5,5'-bis(bis[3,5-di-tert-butyl-4-methoxyphenyl]phosphino)-4,4'-bi-1,3-benzodioxole C(C)(C)(C)C=1C=C(C=C(C1OC)C(C)(C)C)P(C1=C(C2=C(OCO2)C=C1)C1=C(C=CC=2OCOC21)P(C2=CC(=C(C(=C2)C(C)(C)C)OC)C(C)(C)C)C2=CC(=C(C(=C2)C(C)(C)C)OC)C(C)(C)C)C2=CC(=C(C(=C2)C(C)(C)C)OC)C(C)(C)C